CC[NH+](CC)CCCC(C)NC1=C2C=CC(=CC2=[NH+]C=C1)Cl The molecule is a quinolinium ion obtained by protonation of the quinoline nitrogen and tertiary amino group of the antimalarial drug chloroquine. It is the major species at pH 7.3. It is a quinolinium ion and a tertiary ammonium ion. It is a conjugate acid of a chloroquine.